tert-butyl (3-((2-((1S,4R,Z)-9-amino-4-((2,6-difluoro-4-hydroxybenzyl)carbamoyl)-2,11,16-trioxo-1-phenyl-3,8,10,12,15-pentaazaoctadec-9-en-1-yl)isoindolin-4-yl)oxy)propyl)carbamate N/C(/NCCC[C@@H](NC([C@H](C1=CC=CC=C1)N1CC2=CC=CC(=C2C1)OCCCNC(OC(C)(C)C)=O)=O)C(NCC1=C(C=C(C=C1F)O)F)=O)=N/C(NCCNC(CC)=O)=O